fluoro-5-trifluoromethylpyrimidine FC1=NC=C(C=N1)C(F)(F)F